(rac)-benzyl (2R,3R,4R)-2-(3-bromo-2-fluorobenzyl)-4-fluoro-3-hydroxypiperidine-1-carboxylate BrC=1C(=C(C[C@H]2N(CC[C@H]([C@@H]2O)F)C(=O)OCC2=CC=CC=C2)C=CC1)F |r|